CNC(=O)C1=NC=C(C=C1)N1CCC(CC1)N1C2CC(C1)(C2)C2=NC1=CC=CC=C1C(N2)=O N-methyl-5-(4-(4-(4-oxo-3,4-dihydro-quinazolin-2-yl)-2-azabicyclo[2.1.1]hexan-2-yl)piperidin-1-yl)pyridineamide